BrC=1C=C2C(=NC1C(CC1=CC(=CC(=C1)F)F)NC(OC(C)(C)C)=O)N(N=C2)COCC[Si](C)(C)C tert-butyl (1-(5-bromo-1-((2-(trimethylsilyl)ethoxy)methyl)-1H-pyrazolo[3,4-b]pyridin-6-yl)-2-(3,5-difluorophenyl)ethyl)carbamate